FC(OC=1C(=NC=CC1)C(=O)O)F 3-(difluoromethoxy)pyridine-2-carboxylic acid